FC=1C=C(CC2=NC=CC(=C2)N2N=C(C(=C2CO)C(=O)OCC)C)C=C(C1)C(F)(F)F ethyl 1-(2-(3-fluoro-5-(trifluoromethyl) benzyl) pyridin-4-yl)-5-(hydroxymethyl)-3-methyl-1H-pyrazole-4-carboxylate